3-(azetidin-3-yl)-1-(4-(trifluoromethyl)phenyl)-1,3-dihydro-2H-imidazo[4,5-b]pyridin-2-one N1CC(C1)N1C(N(C=2C1=NC=CC2)C2=CC=C(C=C2)C(F)(F)F)=O